ClC1=C(C=CC=C1)NC(=O)C1=CN=C2N1C=C(C=C2)C2=CC=C(C=C2)OC N-(2-Chlorophenyl)-6-(4-methoxyphenyl)imidazo[1,2-a]pyridine-3-carboxamide